C1(CCCCC1)C1=CN=C(S1)N1C([C@]2(N(CCN(C2)C#N)CC1)C)=O (S)-8-(5-cyclohexylthiazol-2-yl)-9a-methyl-9-oxooctahydro-2H-pyrazino[1,2-a]pyrazine-2-carbonitrile